O1C(CCCC1)N1N=C(C=C1)C=1C=CC(=C(C1)N)Cl 1-(tetrahydro-2H-pyran-2-yl)-3-(2-chloro-1-aminobenzene-5-yl)-1H-pyrazole